CN(C1CCN(CC1)C1=CC=C(C=N1)C1=C(C=C2N=CC=3N(C(N4[C@H](COC1=C2C34)C)=O)C)F)C (S)-7-(6-(4-(Dimethylamino)piperidin-1-yl)pyridin-3-yl)-6-fluoro-2,10-dimethyl-9,10-Dihydro-8-oxa-2,4,10a-triazanaphtho[2,1,8-cde]azulene-1(2H)-one